1,2-bis(N,N'-dibenzylthiocarbamoyldithio)ethane C(C1=CC=CC=C1)N(C(=S)SSCCSSC(N(CC1=CC=CC=C1)CC1=CC=CC=C1)=S)CC1=CC=CC=C1